N,N-dimethyl-4-(6-(2-(3-methylbenzylidene)hydrazinyl)-2-morpholino-9H-purin-9-yl)aniline CN(C1=CC=C(C=C1)N1C2=NC(=NC(=C2N=C1)NN=CC1=CC(=CC=C1)C)N1CCOCC1)C